C(CCCCCC)[SiH]1O[SiH2]O[SiH2]O[SiH2]O1 2-heptylcyclotetrasiloxane